potassium tris(1-pyrazolyl) borate B(ON1N=CC=C1)(ON1N=CC=C1)ON1N=CC=C1.[K]